2-(4-(6-((4-chloro-6-(1H-1,2,3-triazol-1-yl)pyridin-3-yl)methoxy)pyridin-2-yl)-2,5-difluorophenyl)acetic acid ClC1=C(C=NC(=C1)N1N=NC=C1)COC1=CC=CC(=N1)C1=CC(=C(C=C1F)CC(=O)O)F